S(=O)(=O)(O)[O-].C(CC)[N+](CCC)(CCC)CCC tetrapropylammonium hydrogensulfate